N-methoxyethyl-N-(pyridazin-4-yl)-1-(3-(methylthio)butan-2-yl)-5-methyl-1H-pyrazole-4-carboxamide COCCN(C(=O)C=1C=NN(C1C)C(C)C(C)SC)C1=CN=NC=C1